N[C@H](C(=O)OC)CC12CC(C1)C2 methyl (S)-2-amino-3-(bicyclo[1.1.1]pentan-1-yl)propanoate